(S)-3-amino-2-(2-fluoro-4-(trifluoromethyl)phenyl)-1-(4-((5R,7R)-7-hydroxy-5-methyl-6,7-dihydro-5H-cyclopenta[d]pyrimidin-4-yl)piperazin-1-yl)propan-1-one NC[C@@H](C(=O)N1CCN(CC1)C=1C2=C(N=CN1)[C@@H](C[C@H]2C)O)C2=C(C=C(C=C2)C(F)(F)F)F